S(C=1C=C(C(=C(C1)C(C)(C)C)O)C)C=1C=C(C(=C(C1)C(C)(C)C)O)C 4,4'-thiobis(6-tertiary butyl-o-cresol)